OC1=C(C=C(C=C1C(C)(C)C)C(C)(C)C)N1N=C2C(=N1)C=CC=C2 2-(2'-hydroxy-3',5'-di-tert-butylphenyl)benzotriazol